Methyl (R*)-4-(1-(3-amino-6-(2-hydroxyphenyl)pyridazin-4-yl)-3-fluoropiperidin-3-yl)benzoate NC=1N=NC(=CC1N1C[C@](CCC1)(F)C1=CC=C(C(=O)OC)C=C1)C1=C(C=CC=C1)O |o1:9|